(S)-3-(4-(7-chloro-3,3-dimethyl-2-oxoindolin-1-yl)phenyl)-2-(2-chloro-6-fluorobenzamido)propanoic acid ClC=1C=CC=C2C(C(N(C12)C1=CC=C(C=C1)C[C@@H](C(=O)O)NC(C1=C(C=CC=C1F)Cl)=O)=O)(C)C